C1(=CC=CC=C1)[C@@H]1CN(CC12CN(C2)C(C=C)=O)C(C2=CC=C(C=C2)OCC#C)=O (S)-1-(8-Phenyl-6-(4-(prop-2-yn-1-yloxy)benzoyl)-2,6-diazaspiro[3.4]octan-2-yl)prop-2-en-1-one